NC=1C=2N(C3=CC(=C(C=C3N1)F)C(=O)N(C)C1COCC3=NC(=CC=C31)C3(CCC(CC3)=C(F)F)C(F)(F)F)N=CC2 4-amino-N-(2-(4-difluoromethylene-1-trifluoromethylcyclohexyl)-5,8-dihydro-6H-pyrano[3,4-b]pyridin-5-yl)-7-fluoro-N-methylpyrazolo[1,5-a]quinoxaline-8-carboxamide